O(O)O.[Co].[Ni] nickel-cobalt oxy hydroxide